C1(CC1)C1=NC=NC(=C1C=1N=CC2=C(N(C3=CC(=CC=C23)C#N)CC2=CC3=C(C=4N(CCC3)C=C(N4)C(F)(F)F)C=C2)N1)OC 2-(4-cyclopropyl-6-methoxypyrimidin-5-yl)-9-((2-(trifluoromethyl)-6,7-dihydro-5H-benzo[c]imidazo[1,2-a]azepin-9-yl)methyl)-9H-pyrimido[4,5-b]indol-7-nitrile